4-nitrophenyl(3,3,3-trifluoropropyl) carbonate C(OC(CC(F)(F)F)C1=CC=C(C=C1)[N+](=O)[O-])([O-])=O